1-chloro-10H-indolo[1,2-a]indol-10-one ClC1=C2C=C3N(C2=CC=C1)C=1C=CC=CC1C3=O